FC1=CC=C(C=C1)SC=1C=C2C=C(NC2=CC1)C(=O)O 5-((4-fluorophenyl)thio)-1H-indole-2-carboxylic acid